nonadecapentadecenal C(C=C=C=C=C=C=C=C=C=C=C=C=C=C=C=CCC)=O